ClC=1C(=CC(=C(CC=2C(=NC(=NC2)NC)N)C1)C(C)C)OC 5-(5-Chloro-2-isopropyl-4-methoxy-benzyl)-N2-methyl-pyrimidine-2,4-diamine